COC1=CC=C(C=C1)C1=NOC(=N1)N1CCC(CC1)C(=O)NC[C@@H]1CNCC1 (S)-1-(3-(4-methoxyphenyl)-1,2,4-oxadiazol-5-yl)-N-(pyrrolidin-3-ylmethyl)piperidine-4-carboxamide